4-chloro-2-(2,4-dimethoxypyrimidin-5-yl)thieno[2,3-b]pyridine-5-carbonitrile ClC1=C2C(=NC=C1C#N)SC(=C2)C=2C(=NC(=NC2)OC)OC